N-[2-(2H-1,3-Benzodioxol-5-yl)-1-methyl-ethyl]-N-methyl-3-methylbutyramide O1COC2=C1C=CC(=C2)CC(C)N(C(CC(C)C)=O)C